CC(C)C[C@H]1C(=O)N[C@H](C(=O)N1)CCSC The molecule is a member of the class of 2,5-diketopiperazines that is piperazine-2,5-dione in which one hydrogen at position 3 and one hydrogen at position 6 are replaced by isobutyl and 2-(methylsulfanyl)ethyl groups (the 3S,6S-diastereomer).